C1(CCCCC1)C1=CC=C(C=C1)C=1NC=2N(C(C1)=O)N=C(C2C(=O)N2CC(C2)CF)C2=NC=CC(=N2)OC 5-(4-cyclohexylphenyl)-3-[3-(fluoromethyl)azetidine-1-carbonyl]-2-(4-methoxypyrimidin-2-yl)-4H-pyrazolo[1,5-a]pyrimidin-7-one